C(C)(C)NC1=CC=C2C(=C3C(O2)=CC=CC(=C3)NC(=O)C=3NC2=CC=CC(=C2C3)OC)C1 N-(N-isopropyl-2-aminocyclohepta[b]benzofur-9-yl)-4-methoxyindole-2-carboxamide